C(C)(C)(C)OC(=O)N1CC(CCC1)C1=CC(=C(C=C1)N=CN(C)C)C#N tert-butyl-3-[3-cyano-4-(dimethylaminomethyleneamino)phenyl]piperidine-1-carboxylate